N1(C=NC=C1)C1=CC=CC(=N1)N1CCC(CC1)CO (1-(6-(1H-imidazol-1-yl)pyridin-2-yl)piperidin-4-yl)methanol